ClC1=CC=C2C=C(C(=NC2=C1C(=O)[O-])C(=O)[O-])C(=O)[O-] 7-chloro-2,3,8-quinolinetricarboxylate